6-(2-amino-6-fluoro-5-(4-((1-(oxetan-3-yl)azetidin-3-yl)oxy)phenyl)pyridin-3-yl)-3,4-dihydroisoquinolin-1(2H)-one NC1=NC(=C(C=C1C=1C=C2CCNC(C2=CC1)=O)C1=CC=C(C=C1)OC1CN(C1)C1COC1)F